6,6-Dimethyl-11-oxo-8-(piperidin-4-ylmethoxy)-6,11-dihydro-5H-benzo[b]carbazole-3-carbonitrile hydrochloric acid salt Cl.CC1(C2=C(C(C=3C4=CC=C(C=C4NC13)C#N)=O)C=CC(=C2)OCC2CCNCC2)C